3-((4-(2-(5-ethynyl-2-oxopyridin-1(2H)-yl)acetyl)-5-methyl-1H-pyrazol-1-yl)methyl)benzonitrile C(#C)C=1C=CC(N(C1)CC(=O)C=1C=NN(C1C)CC=1C=C(C#N)C=CC1)=O